(9Z,12R)-12-hydroxy-9-octadecenoic acid zinc salt [Zn+2].O[C@@H](C\C=C/CCCCCCCC(=O)[O-])CCCCCC.O[C@@H](C\C=C/CCCCCCCC(=O)[O-])CCCCCC